N-[[6,7-dichloro-3-(1H-pyrazol-4-yl)-1H-indol-2-yl]methyl]-2-(methylamino)acetamide formic acid salt C(=O)O.ClC1=CC=C2C(=C(NC2=C1Cl)CNC(CNC)=O)C=1C=NNC1